5-chloro-α,α-bis(3,5-dichloro-2-hydroxyphenyl)toluenesulfonic acid ClC=1C=CC=C(C(S(=O)(=O)O)(C2=C(C(=CC(=C2)Cl)Cl)O)C2=C(C(=CC(=C2)Cl)Cl)O)C1